C(C)N1C(=NN=C(C1=O)C1=C(C2=C(SC=C2)C=C1)O)N[C@H]1CN(CCC1)C (R)-4-ethyl-6-(4-hydroxybenzo[b]thiophene-5-yl)-3-((1-methylpiperidin-3-yl)amino)-1,2,4-triazine-5(4H)-one